benzyl (7-(2-(piperidin-4-yl)ethyl)-7-azaspiro[3.5]nonan-2-yl)carbamate N1CCC(CC1)CCN1CCC2(CC(C2)NC(OCC2=CC=CC=C2)=O)CC1